4-((3,6-diazabicyclo[3.1.1]heptan-6-yl)methyl)-2-(2,6-dioxopiperidin-3-yl)isoindoline-1,3-dione C12CNCC(N1CC1=C3C(N(C(C3=CC=C1)=O)C1C(NC(CC1)=O)=O)=O)C2